Tert-butyl (1-(5-formyl-2-methoxypyridin-4-yl)piperidin-4-yl)carbamate C(=O)C=1C(=CC(=NC1)OC)N1CCC(CC1)NC(OC(C)(C)C)=O